(S)-N-(8-((3-hydroxyoxetan-3-yl)ethynyl)-1-methyl-2-oxo-2,3,4,5-tetrahydro-1H-benzo[b]azepin-3-yl)-4-((6-methylpyridin-2-yl)methyl)-1H-pyrazole-1-carboxamide OC1(COC1)C#CC=1C=CC2=C(N(C([C@H](CC2)NC(=O)N2N=CC(=C2)CC2=NC(=CC=C2)C)=O)C)C1